C(C)(C)(C)OC(=O)N1C(C(C1)C)NC(=O)C=1N(C(=CN1)N)C (5-amino-1-methyl-1H-imidazole-2-carboxamido)-3-methylazetidine-1-carboxylic acid tert-butyl ester